C(C)OC(C[C@@H](C=1C=NC(=NC1)C)N)=O (S)-3-amino-3-(2-methylpyrimidin-5-yl)propionic acid ethyl ester